[Cl-].C(C1=CC=CC=C1)[N+]1=NN(C=C1)C 1-benzyl-3-methyltriazolium chloride